N,N'-bis(1-ethyl-3-piperidinyl)-9,10-anthracene-bis(methylamine) C(C)N1CC(CCC1)NCC=1C2=CC=CC=C2C(=C2C=CC=CC12)CNC1CN(CCC1)CC